methyl (S)-1-((4-cyclopropyl-6-((2-methyl-3-(4,4,5,5-tetramethyl-1,3,2-dioxaborolan-2-yl)phenyl)carbamoyl)pyridin-3-yl)methyl)piperidine-2-carboxylate C1(CC1)C1=C(C=NC(=C1)C(NC1=C(C(=CC=C1)B1OC(C(O1)(C)C)(C)C)C)=O)CN1[C@@H](CCCC1)C(=O)OC